3-Methyl-4-((1-methylbenzimidazol-5-yl)oxy)aniline CC=1C=C(N)C=CC1OC1=CC2=C(N(C=N2)C)C=C1